5-ethynyl-8-(4-methoxyphenyl)-2-[(2-methoxyphenyl)amino]pyrido[2,3-d]pyrimidin-7-one C(#C)C1=CC(N(C=2N=C(N=CC21)NC2=C(C=CC=C2)OC)C2=CC=C(C=C2)OC)=O